C(C)(C)(CC)C1=C(C=CC(=C1)C(C)(C)CC)OC(C1=CC(=C(C(=C1)C(C)(C)C)O)C(C)(C)C)=O 2,4-di-t-pentylphenyl-3,5-di-t-Butyl-4-hydroxybenzoate